O=C1NC(CCC1N1C(C2=CC(=C(C=C2C1=O)N1CCC(CC1)N1C2CN(CC1CC2)C(=O)OC(C)(C)C)F)=O)=O tert-butyl 8-[1-[2-(2,6-dioxo-3-piperidyl)-6-fluoro-1,3-dioxo-isoindolin-5-yl]-4-piperidyl]-3,8-diazabicyclo[3.2.1]octane-3-carboxylate